5-octadecyl-bicyclo[2.2.1]Hepta-2-ene C(CCCCCCCCCCCCCCCCC)C1C2C=CC(C1)C2